NC(C(C1=NN=CC2=CC=CC=C12)NC(=O)[C@@H]1[C@H]2C([C@H]2CN1C(=O)OC(C)(C)C)(C)C)=O tert-butyl (1R,2S,5S)-2-[(2-amino-2-oxo-1-phthalazin-1-yl-ethyl)carbamoyl]-6,6-dimethyl-3-azabicyclo[3.1.0]hexane-3-carboxylate